tert-butyl ((3R,4R)-4-methoxy-pyrrolidin-3-yl)-carbamate CO[C@H]1[C@@H](CNC1)NC(OC(C)(C)C)=O